(S)-2-(5-chloro-4-isobutyl-2-methoxyphenyl)-2-((R)-3-((5-(5,6,7,8-tetrahydro-1,8-naphthyridin-2-yl)pentyl)oxy)pyrrolidin-1-yl)acetic acid ClC=1C(=CC(=C(C1)[C@@H](C(=O)O)N1C[C@@H](CC1)OCCCCCC1=NC=2NCCCC2C=C1)OC)CC(C)C